C1(OC([C@@H]2[C@H]3[C@H]4[C@@H]([C@@H]([C@H]12)C=C3)C4)=O)=O (3aR,4R,4aR,5aS,6S,6aS)-4,4a,5,5a,6,6a-Hexahydro-1H-4,6-ethenocyclopropa[f]isobenzofuran-1,3(3aH)-Dione